CC1=NC(=C2C(=N1)NN=C2)C=2C=C(C=NC2)C2=CC=C(C=C2)N2C(CCC2)=O 1-(4-(5-(6-methyl-1H-pyrazolo[3,4-d]pyrimidin-4-yl)pyridin-3-yl)phenyl)pyrrolidin-2-one